C(C)NC(=O)N1CCC2(C=3N(CCC2)N=C(C3)C=3C=NC2=CC=C(C=C2C3)OC(C)C)CC1 N-ethyl-2'-{6-[(propan-2-yl)oxy]quinolin-3-yl}-6',7'-dihydro-5'H-spiro[piperidine-4,4'-pyrazolo[1,5-a]pyridine]-1-carboxamide